perfluoro-nonanoic acid FC(C(=O)O)(C(C(C(C(C(C(C(F)(F)F)(F)F)(F)F)(F)F)(F)F)(F)F)(F)F)F